5-(tetrahydro-2H-pyran-4-ylmethyl)pyrimidin O1CCC(CC1)CC=1C=NC=NC1